2-[(2E)-2-(aminomethyl)-3-fluoroprop-2-en-1-yl]-4-{[5-(1H-indazol-5-yl)thiophen-2-yl]methyl}-2,4-dihydro-3H-1,2,4-triazol-3-one hydrochloride Cl.NC/C(/CN1N=CN(C1=O)CC=1SC(=CC1)C=1C=C2C=NNC2=CC1)=C\F